COC1=NSC(=N1)NC(=O)N1C[C@@H]2[C@H](C1)CC(C2)N(C=2C1=C(N=CN2)NC=C1)C (3aR,5s,6aS)-N-(3-methoxy-1,2,4-thiadiazol-5-yl)-5-(methyl(7H-pyrrolo[2,3-d]pyrimidine-4-yl)amino)hexahydrocyclopenta[c]pyrrole-2(1H)-carboxamide